arginine iodide N[C@@H](CCCNC(N)=N)C(=O)I